trans-N-(3-(2-Cyclopropylthiazol-5-yl)phenyl)-N-((trans-4-(4-methoxy-3-methylphenyl)cyclohexyl)methyl)-4-(2-(methylsulfonyl)acetamido)cyclohexanecarboxamide C1(CC1)C=1SC(=CN1)C=1C=C(C=CC1)N(C(=O)[C@@H]1CC[C@H](CC1)NC(CS(=O)(=O)C)=O)C[C@@H]1CC[C@H](CC1)C1=CC(=C(C=C1)OC)C